(8-((4-((cyclopropylmeth-yl)amino)-5-(trifluoromethyl)-7H-pyrrolo[2,3-d]pyrimidin-2-yl)amino)-2,3-dihydrobenzo[b][1,4]dioxin-5-yl)(4-(oxetan-3-yl)piperazin-1-yl)methanone C1(CC1)CNC=1C2=C(N=C(N1)NC1=CC=C(C3=C1OCCO3)C(=O)N3CCN(CC3)C3COC3)NC=C2C(F)(F)F